ClCCOC1=CN=C(C(=N1)C(=O)N)O 6-(2-chloroethoxy)-3-hydroxypyrazine-2-carboxamide